3-(2,2-difluoropropyl)-1-(5-(2-methoxypyrimidin-5-yl)pyrazin-2-yl)urea FC(CNC(NC1=NC=C(N=C1)C=1C=NC(=NC1)OC)=O)(C)F